(2S,3S)-3-((2-(5-fluoro-1-toluenesulfonyl-1H-pyrrolo[2,3-b]pyridin-3-yl)imidazo[5,1-f][1,2,4]triazin-4-yl)amino)bicyclo[2.2.2]octane-2-carboxylic acid ethyl ester C(C)OC(=O)[C@H]1C2CCC([C@@H]1NC1=NC(=NN3C1=CN=C3)C3=CN(C1=NC=C(C=C13)F)S(=O)(=O)CC1=CC=CC=C1)CC2